COC=1C=C(C=CC1O[C@H]1O[C@H]([C@@H]([C@H]([C@@H]1O)O)O)CO)C=CC=O 3-(3-methoxy-4-(((2r,3s,4r,5r,6s)-3,4,5-trihydroxy-6-(hydroxymethyl)tetrahydro-2h-pyran-2-yl)oxy)phenyl)prop-2-en-1-one